1-methylcyclohexylamine CC1(CCCCC1)N